benzyl (((E)-5-(((((4-((S)-2-azidopropionamido) benzyl) oxy) carbonyl) (2-(dimethylamino)-ethyl) amino) methoxy)-4-methylpent-3-en-1-yl) (phenoxy) phosphoryl)-L-alaninate N(=[N+]=[N-])[C@H](C(=O)NC1=CC=C(COC(=O)N(CCN(C)C)COC/C(=C/CCP(=O)(OC2=CC=CC=C2)N[C@@H](C)C(=O)OCC2=CC=CC=C2)/C)C=C1)C